(S)-tert-butyl 4-(((S)-2-methoxypropyl)(4-(5,6,7,8-tetrahydro-1,8-naphthyridin-2-yl)butyl)amino)-2-((5-methylpyrimidin-2-yl)amino)butanoate CO[C@H](CN(CC[C@@H](C(=O)OC(C)(C)C)NC1=NC=C(C=N1)C)CCCCC1=NC=2NCCCC2C=C1)C